O1C(=CC2=C1C=CC=C2)C(/C=C/C2=CC(=C(OC(C(=O)O)(C)C)C(=C2)C)C)=O (E)-2-(4-(3-(benzofuran-2-yl)-3-oxoprop-1-en-1-yl)-2,6-dimethylphenoxy)-2-methylpropanoic acid